(R)-2-amino-3,3-dimethylbutanoic acid N[C@@H](C(=O)O)C(C)(C)C